C1(C=CC(N1CCCC(=O)ONC(CCC(=O)N)=O)=O)=O N-maleimidobutyryl-oxysuccinamide